sodium tri(sec-butyl)borohydride C(C)(CC)[BH-](C(C)CC)C(C)CC.[Na+]